(6aR,9R)-N,N-diethyl-7-propyl-6,6a,8,9-tetrahydro-4H-indolo[4,3-fg]quinoline-9-carboxamide C(C)N(C(=O)[C@H]1CN([C@@H]2CC=3C4=C(C2=C1)C=CC=C4NC3)CCC)CC